1,2-dimethoxyethane dihydrochloride nickel [Ni].Cl.Cl.COCCOC